imidazole dodecyl-benzenesulfonate C(CCCCCCCCCCC)OS(=O)(=O)C1=CC=CC=C1.N1C=NC=C1